3-(2-(bis(methyl-d3)amino)ethyl-2,2-d2)-1H-indol-4-ol C([2H])([2H])([2H])N(C(CC1=CNC=2C=CC=C(C12)O)([2H])[2H])C([2H])([2H])[2H]